C1(=CC=CC=C1)C1=NOC(C1C1=CC=CC=C1)=O 3,4-diphenylisoxazol-5(4H)-one